C(C)(C)(C)OC(=O)N1C(CCCC1)OCCN1C=NC(=C1)I [2-(4-iodoimidazol-1-yl)ethoxy]piperidine-1-carboxylic acid tert-butyl ester